(E)-1-methyl-2-oxoimidazoline-4-carboxylic acid tert-butyl ester maleate C(\C=C/C(=O)O)(=O)O.C(C)(C)(C)OC(=O)C1NC(N(C1)C)=O